11,11-dioctyloxy-(5E)-1,5-undecadiene-3-yne C(CCCCCCC)OC(CCCC/C=C/C#CC=C)OCCCCCCCC